N-(9,9-dimethyl-9H-fluoren-2-yl)-dibenzothiophen-4-amine CC1(C2=CC=CC=C2C=2C=CC(=CC12)NC1=CC=CC2=C1SC1=C2C=CC=C1)C